6-((3-(4-fluorophenyl)-5-methylisoxazol-4-yl)methoxy)pyridin-3-yl-3,4-dihydro-1H,9H,11H-3,11a-methanopyrimido[6',1':2,3]imidazo[5,1-c][1,4]oxazin-9-one FC1=CC=C(C=C1)C1=NOC(=C1COC1=CC=C(C=N1)C1OC2CN3C1(CN1C3=CC=NC1=O)C2)C